2-[[[6-(1-cyanocyclopropyl)-3-ethylsulfonyl-pyrazolo[1,5-a]pyridin-2-yl]amino]methyl]-5-(trifluoromethyl)pyridine-3-carboxylic acid C(#N)C1(CC1)C=1C=CC=2N(C1)N=C(C2S(=O)(=O)CC)NCC2=NC=C(C=C2C(=O)O)C(F)(F)F